3-fluoro-2-[[4-(2-(6-fluoropyridin-3-yl)-1H-imidazol-5-yl)-3-methoxyphenoxy]methyl]-5-(trifluoromethyl)pyridine FC=1C(=NC=C(C1)C(F)(F)F)COC1=CC(=C(C=C1)C1=CN=C(N1)C=1C=NC(=CC1)F)OC